methyl 4-[(3-amino-6-phenylpyridin-2-yl) amino]benzoate NC=1C(=NC(=CC1)C1=CC=CC=C1)NC1=CC=C(C(=O)OC)C=C1